C1(CCC1)CN[C@H]1CN(CCC1)C=1N=NC(=CC1)C(C)N1N=NC(=C1)C=1C=NC=C(C1)OC (3R)-N-(cyclobutylmethyl)-1-[6-[1-[4-(5-methoxy-3-pyridyl)triazol-1-yl]ethyl]pyridazin-3-yl]piperidin-3-amine